OC[C@H]1CCC(N1C)=O (R)-5-(hydroxymethyl)-1-methylpyrrolidin-2-one